(S)-N-(4-fluorophenyl)-3-(2-cyano-4,4-difluoropyrrolidin-1-yl)-3-oxopropanamide FC1=CC=C(C=C1)NC(CC(=O)N1[C@@H](CC(C1)(F)F)C#N)=O